OC=1C=C2CCOC3(C[C@@H](N(CC3)C(=O)OC(C)(C)C)C)C2=CC1 tert-butyl (2'S)-6-hydroxy-2'-methyl-spiro[isochromane-1,4'-piperidine]-1'-carboxylate